CS(=O)(=O)OC\C=C\C1=CC(=C(C=C1)[N+](=O)[O-])F (E)-3-(3-fluoro-4-nitrophenyl)allyl methanesulfonate